2-(2-(dimethylamino)ethylamino)ethylamine CN(CCNCCN)C